CC(CC)(CCC=C(C)C)O 3,7-dimethyl-6-octen-3-ol